[O-]S(=O)(=O)C(F)(F)F.C(C)(C)(C)C1=CC=C(C=C1)[I+]C1=CC=C(C=C1)C(C)(C)C bis(4-tert-butylphenyl)-iodonium triflate